acetamidoethanesulfonic acid C(C)(=O)NC(C)S(=O)(=O)O